1-mercapto-4-amino-naphthalene SC1=CC=C(C2=CC=CC=C12)N